1,3,3-trimethyl-7-oxabicyclo[4.1.0]heptane CC12CC(CCC2O1)(C)C